N1(CCOCC1)C(=O)C1CCNCC1 4-(morpholine-4-carbonyl)piperidin